C1=CC=CC=2C3=CC=CC=C3C(C12)[Zr]C1C=CC=C1 (9-fluorenyl)(cyclopentadienyl)zirconium